N1=CN=CC2=C1N=CC=C2 pyrido[2,3-d]Pyrimidin